(S)-3-(1-(5-((1-(2-methoxyethyl)-1H-pyrazol-4-yl)amino)pyridin-3-yl)pyrrolidin-3-yl)-4-methyl-N-(3-(trifluoromethyl)phenyl)benzamide COCCN1N=CC(=C1)NC=1C=C(C=NC1)N1C[C@@H](CC1)C=1C=C(C(=O)NC2=CC(=CC=C2)C(F)(F)F)C=CC1C